COC1=CC=C2CCN(CC2=C1)CCC1(CCOC2(CCCC2)C1)C1=NC=CC=C1 7-methoxy-2-[2-(9-pyridin-2-yl-6-oxa-spiro[4.5]dec-9-yl)-ethyl]-1,2,3,4-tetrahydroisoquinoline